3-(1-((tert-butyldimethylsilyl)oxy)propan-2-yl)-6,8-dichloropyrido[3,4-d]Pyrimidin-4(3H)-one [Si](C)(C)(C(C)(C)C)OCC(C)N1C=NC2=C(C1=O)C=C(N=C2Cl)Cl